3-[(2,5-difluorobenzyl)sulfanyl]-5-methyl[1,2,4]triazolo[4,3-a]pyrimidin-7(8H)-one FC1=C(CSC2=NN=C3N2C(=CC(N3)=O)C)C=C(C=C1)F